CN(C(=O)N1CCC(CC1)C1=NC=NC=2NC3=CC(=CC=C3C21)S(NC2(CC2)C)(=O)=O)C N,N-dimethyl-4-(7-(N-(1-methylcyclopropyl)sulfamoyl)-9H-pyrimido[4,5-b]indol-4-yl)piperidine-1-carboxamide